C(C1=C(C(=CC(=C1)CCCCCCCCC)C(C1=CC=CC=C1)C)O)C1=C(C(=CC(=C1)CCCCCCCCC)C(C1=CC=CC=C1)C)O 2,2'-Methylenbis[6-(α-methylbenzyl)-4-nonyl-phenol]